1-(4-((3-(4-methoxyphenyl)isoxazol-5-yl)amino)pyrimidin-2-yl)piperidine-4-carboxylic acid ethyl ester C(C)OC(=O)C1CCN(CC1)C1=NC=CC(=N1)NC1=CC(=NO1)C1=CC=C(C=C1)OC